ethyl 1-(dimethylsulfamoyl)-2-iodo-1H-imidazole-4-carboxylate CN(S(=O)(=O)N1C(=NC(=C1)C(=O)OCC)I)C